tert-butyl (5-cinnamamidopentyl)carbamate tert-butyl-(5-aminopentyl)carbamate C(C)(C)(C)N(C(O)=O)CCCCCN.C(C=CC1=CC=CC=C1)(=O)NCCCCCNC(OC(C)(C)C)=O